CC=1C=C(C=CC1)CC(=O)NC1=CC(=C(C=C1)N1N=CC(=C1)C(F)(F)F)S(N)(=O)=O 2-(3-Methylphenyl)-N-{3-sulfamoyl-4-[4-(trifluoromethyl)-1H-pyrazol-1-yl]phenyl}acetamide